C(C(=C)C)(=O)SC1=CC=C(C=C1)SC1=CC=C(C=C1)SC(C(=C)C)=O bis(4-methacryloylthiophenyl)sulfide